ClC=1C=NC(=NC1)NC1CCN(CC1)S(=O)(=O)C=1C=C(CN2CCN(CC2)C2=CC=C3C(=NN(C3=C2)C)N2C(NC(CC2)=O)=O)C=CC1 1-(6-(4-(3-((4-((5-Chloropyrimidin-2-yl)amino)piperidin-1-yl)sulfonyl)benzyl)piperazin-1-yl)-1-methyl-1H-indazol-3-yl)dihydropyrimidine-2,4(1H,3H)-dione